CN(C=1C=2N(C=C(N1)C)N=C(C2)C=2N=C1N(C(C2)=O)C=C(C=C1)N1CCN(CC1)C)C 2-[4-(dimethylamino)-6-methylpyrazolo[1,5-a]pyrazin-2-yl]-7-(4-methylpiperazin-1-yl)-4H-pyrido[1,2-a]pyrimidin-4-one